(2Z,4E)-(S)-5-(1-Hydroxy-2,6,6-trimethyl-4-oxo-2-cyclohexen-1-yl)-3-methyl-2,4-pentanedienoic acid O[C@@]1(C(=CC(CC1(C)C)=O)C)/C=C/C(=C\C(=O)O)/C